ClC1=CC2=C(N(C(N=C2N2C(CN(CC2)C(=O)[O-])C)=O)C=2C(=NC=CC2C)C(C)C)N=C1C1=C(C=CC=C1)F 4-(6-chloro-7-(2-fluorophenyl)-1-(2-isopropyl-4-methylpyridin-3-yl)-2-oxo-1,2-dihydropyrido[2,3-d]pyrimidin-4-yl)-3-methylpiperazine-1-carboxylate